P(=O)(O)(O)O.C=CC=CCCCCCCC undecadiene phosphate